Cholest-5-en-3beta,19-diol CC(C)CCC[C@@H](C)[C@H]1CC[C@H]2[C@@H]3CC=C4C[C@H](CC[C@]4(CO)[C@H]3CC[C@]12C)O